(3R,10S,14S)-3-[(4-methoxynaphthalen-2-yl)methyl]-1-{(1r,4S)-4-[2-(methylamino)ethyl]cyclohexyl}-1,4,12-trioxo-2,5,11,13-tetraazahexadecane-10,14,16-tricarboxylic acid COC1=CC(=CC2=CC=CC=C12)C[C@@H](NC(=O)C1CCC(CC1)CCNC)C(NCCCC[C@H](NC(N[C@@H](CCC(=O)O)C(=O)O)=O)C(=O)O)=O